(R)-4-((4-fluorophenyl)ethynyl)-N-((tetrahydrofuran-3-yl)methyl)benzamide FC1=CC=C(C=C1)C#CC1=CC=C(C(=O)NC[C@@H]2COCC2)C=C1